ClC1=C(C=CC2=C1C(=N[C@H](CN2)C)C2=C(C=CC=C2F)F)C(F)(F)F (3S)-6-chloro-5-(2,6-difluorophenyl)-3-methyl-7-(trifluoromethyl)-1,3-dihydro-1,4-benzodiazepine